ClC=1C(N(C(=CC1OC([2H])([2H])C1=NC=C(C=C1F)F)C)C1=CC(=NC=C1C)N1C(C(=CC=C1)C(C)(C)O)=O)=O 3''-chloro-4''-((3,5-difluoropyridin-2-yl)methoxy-d2)-3-(2-hydroxypropan-2-yl)-5',6''-Dimethyl-2H,2''H-[1,2':4',1''-terpyridine]-2,2''-dione